NC1=C(C(C)=C(C(=C1C)C)N)C 3,6-diaminodurene